FCCOC1=C(CN(CC(=O)OC(C)(C)C)CC(=O)OC(C)(C)C)C=CC(=C1)C=1N=NC=NN1 Di-tert-butyl 2,2'-((2-(2-fluoroethoxy)-4-(1,2,4,5-tetrazin-3-yl)benzyl)azanediyl)diacetate